6-(3-Chlorophenyl)-4-oxo-3-(propan-2-yl)-4,5-dihydropyrazolo[1,5-a]pyrazine-2-carboxylic acid ClC=1C=C(C=CC1)C=1NC(C=2N(C1)N=C(C2C(C)C)C(=O)O)=O